C(C)[C@@]1(CC[C@@]2([C@H]3CC[C@@]4([C@H](CC[C@H]4[C@@H]3CC[C@H]2C1)[C@@H](CC[C@@H](O)C1(CC1)C#N)C)C)C)O 1-((1R,4R)-4-((3S,5S,8R,9S,10S,13R,14S,17R)-3-ethyl-3-hydroxy-10,13-dimethylhexadecahydro-1H-cyclopenta[a]phenanthren-17-yl)-1-hydroxypentyl)cyclopropanecarbonitrile